2-(4,4-Difluoropiperidin-1-yl)-N-(2-sulfamoylpyridin-4-yl)nicotinamide (3R,5R)-tertbutyl-3-(2-bromo-6-chloropyridin-4-yl)-5-methyl-4-(methylsulfonyl)piperazine-1-carboxylate C(C)(C)(C)OC(=O)N1C[C@H](N([C@@H](C1)C)S(=O)(=O)C)C1=CC(=NC(=C1)Cl)Br.FC1(CCN(CC1)C1=C(C(=O)NC2=CC(=NC=C2)S(N)(=O)=O)C=CC=N1)F